3-bromo-N-(tetrahydro-2H-pyran-4-yl)pyrazolo[1,5-a]pyrimidin-5-amine BrC=1C=NN2C1N=C(C=C2)NC2CCOCC2